5-[4-(1-methyl-1H-indazol-6-yl)-3-(trifluoromethyl)phenyl]-3,6-dihydro-2H-1,3,4-oxadiazin-2-one CN1N=CC2=CC=C(C=C12)C1=C(C=C(C=C1)C1=NNC(OC1)=O)C(F)(F)F